FC1=CC(=CC2=C1N=C(S2)N2CCNCC2)C=2C=C(C=1N(N2)C=C(N1)C)C 6-[4-Fluoro-2-(piperazin-1-yl)-1,3-benzothiazol-6-yl]-2,8-dimethylimidazo[1,2-b]pyridazin